1-(2-hydroxy-3-tripropoxysilylpropoxypropyl)-imidazole OC(COCCCN1C=NC=C1)C[Si](OCCC)(OCCC)OCCC